monoButyl ether C(CCC)OCCCC